C1OC2=CC=C(C=O)C=C2O1 4-methylenedioxy-benzoaldehyde